C(C1=CC=CC=C1)OC1=NC(=CC=C1C1=CC(=C(C=C1)N1CCN(CC1)C(=O)OC(C)(C)C)S(=O)(=O)F)OCC1=CC=CC=C1 tert-butyl 4-[4-(2,6-dibenzyloxy-3-pyridyl)-2-fluorosulfonyl-phenyl]piperazine-1-carboxylate